(R)-1-methyl-N-(5-(5-methylisoxazol-3-yl)-2,3-dihydro-1H-inden-1-yl)-1H-pyrazole-4-carboxamide CN1N=CC(=C1)C(=O)N[C@@H]1CCC2=CC(=CC=C12)C1=NOC(=C1)C